tert-butyl (2S)-2-(cyanomethyl)-4-[2-[((2R,4R)-4-fluoro-1-methyl-pyrrolidin-2-yl)methoxy]-5,6,7,8-tetrahydropyrido[3,4-d]pyrimidin-4-yl]piperazine-1-carboxylate C(#N)C[C@@H]1N(CCN(C1)C=1C2=C(N=C(N1)OC[C@@H]1N(C[C@@H](C1)F)C)CNCC2)C(=O)OC(C)(C)C